4-[3-amino-4-(oxan-4-yloxy)-1H-indazol-6-yl]-2-(4-phenylpiperazin-1-yl)benzamide NC1=NNC2=CC(=CC(=C12)OC1CCOCC1)C1=CC(=C(C(=O)N)C=C1)N1CCN(CC1)C1=CC=CC=C1